C(C1=CC=CC=C1)OC([C@H](N)C(=O)[O-])C(=O)[O-] 3-benzyloxyaspartate